methyl (S)-2-(1-(2-ethyl-6-(1-methyl-5-(((5-oxo-2-propyl-2,5-dihydropyridazin-4-yl)oxy)methyl)-1H-1,2,3-triazol-4-yl)pyridin-3-yl)-5,5-difluoropiperidin-3-yl)acetate C(C)C1=NC(=CC=C1N1C[C@H](CC(C1)(F)F)CC(=O)OC)C=1N=NN(C1COC1=CN(N=CC1=O)CCC)C